IC=1C=C(C=CC1)[C@H]([C@@H](C)O)O 1-(3-iodophenyl)-(R,R)-1,2-propanediol